C(C)(C)(C)OC(=O)N1CCN(CC1)C(C(CO)(C)C)=O 4-(3-hydroxy-2,2-dimethylpropionyl)piperazine-1-carboxylic acid tert-butyl ester